Diethyl 3,3'-(ethane-1,2-diylbis(5-carbamoyl-1H-benzo[d]imidazole-1,2-diyl))bis(4-bromo-7-fluorobenzo[b]thiophene-2-carboxylate) C(CN1C(=NC2=C1C=CC(=C2)C(N)=O)C=2C1=C(SC2C(=O)OCC)C(=CC=C1Br)F)N1C(=NC2=C1C=CC(=C2)C(N)=O)C=2C1=C(SC2C(=O)OCC)C(=CC=C1Br)F